2-chloro-N-(4-(1-isopropyl-4-(trifluoromethyl)-1H-imidazol-2-yl)benzyl)-9H-purin-6-amine ClC1=NC(=C2N=CNC2=N1)NCC1=CC=C(C=C1)C=1N(C=C(N1)C(F)(F)F)C(C)C